OC(C1=C(C=2C(=CC=C3C(=CC(OC23)=O)C)O1)C1=CC=CC=C1)C1=C(C=CC=C1)OC 8-[hydroxy(2-methoxy)phenylmethyl]-4-methyl-9-phenyl-2H-furo[2,3-h]chromene-2-one